FC1=NC(=CC(=C1)CCCCNC(OC(C)(C)C)=O)C1=NC2=CC(=NC=C2C=C1)CNC(C1=CC(=C(C=C1)C)S(=O)(=O)C)=O tert-butyl (4-(2-fluoro-6-(7-((4-methyl-3-(methylsulfonyl)benzamido)methyl)-1,6-naphthyridin-2-yl)pyridin-4-yl)butyl)carbamate